(5-(3-fluorobenzyl)pyridin-2-yl)-1-methyl-2-oxo-1,2-dihydropyridine-3-carboxamide FC=1C=C(CC=2C=CC(=NC2)C2=C(C(N(C=C2)C)=O)C(=O)N)C=CC1